C(C)OC1=C(C(=O)NCC2=CC(=CC=C2)C=2SC=CN2)C=C(C=C1)C1=CC=NC=C1 2-ethoxy-5-(pyridin-4-yl)-N-(3-(thiazol-2-yl)benzyl)benzamide